(R)-7-(sec-butoxy)-2-(1-methyl-2-oxabicyclo[2.1.1]hexan-4-yl)imidazo[1,2-a]pyrimidine-6-carboxylic acid [C@@H](C)(CC)OC1=NC=2N(C=C1C(=O)O)C=C(N2)C21COC(C2)(C1)C